copper-copper water O.[Cu].[Cu]